[Sn](F)F Tin (II) fluoride